(S)-N-(1-(5-(Benzhydrylamino)pyridin-2-yl)-2,2,2-trifluoroethyl)-N-methylthietane-3-carboxamide 1,1-dioxide C(C1=CC=CC=C1)(C1=CC=CC=C1)NC=1C=CC(=NC1)[C@@H](C(F)(F)F)N(C(=O)C1CS(C1)(=O)=O)C